5-(8-fluoro-6-hydroxy-1-oxo-1,2,3,4-tetrahydroisoquinolin-7-yl)-1λ6,2,5-thiadiazolidine-1,1,3-trione FC=1C(=C(C=C2CCNC(C12)=O)O)N1CC(NS1(=O)=O)=O